1-(2-((5-(imidazo[1,2-a]pyridin-6-yl)-4-methoxy-7H-pyrrolo[2,3-d]pyrimidin-2-yl)amino)-7-azaspiro[3.5]nonan-7-yl)ethan-1-one N=1C=CN2C1C=CC(=C2)C2=CNC=1N=C(N=C(C12)OC)NC1CC2(C1)CCN(CC2)C(C)=O